O1C(=CC2=C1C=CC=C2)C=2C=NC(=NC2)NC=2C=C(C(=O)NCC=1OC(=CC1)C)C=CC2 3-{[5-(1-benzofuran-2-yl)pyrimidin-2-yl]amino}-N-[(5-methylfuran-2-yl)methyl]benzamide